C(C)(=O)NC=1N=CN2C1CN(CC2)C2=CC=CC(=N2)C2=NC1=CC(=NC=C1C=C2)CNC(C2=CN=CC(=C2)S(=O)(=O)C)=O N-((2-(6-(1-acetamido-5,6-dihydroimidazo[1,5-a]pyrazin-7(8H)-yl)pyridin-2-yl)-1,6-naphthyridin-7-yl)methyl)-5-(methylsulfonyl)nicotinamide